Ethyl 2-(2-{[7-(5-methyl-1,2,4-oxadiazol-3-yl) isoquinolin-1-yl] amino} ethyl)-3-oxo-2H,3H-imidazo[1,5-a]pyrazine-6-carboxylate CC1=NC(=NO1)C1=CC=C2C=CN=C(C2=C1)NCCN1C(N2C(C=NC(=C2)C(=O)OCC)=C1)=O